FC=1C=C2C=NNC2=CC1CC(=O)NC1=CC(=NC=C1)C(=O)NC1(CC1)C(F)(F)F 4-[[2-(5-Fluoro-1H-indazol-6-yl)acetyl]amino]-N-[1-(trifluoromethyl)cyclopropyl]pyridine-2-carboxamide